(1S,2S)-2-(3,5-dimethoxypyrazin-2-yl)-1-(2-methoxy-5-methylphenyl)-N-(2-methylquinoline-5-sulfonyl)cyclopropane-1-carboxamide COC=1C(=NC=C(N1)OC)[C@@H]1[C@](C1)(C(=O)NS(=O)(=O)C=1C=2C=CC(=NC2C=CC1)C)C1=C(C=CC(=C1)C)OC